(E)-1-([1,1'-biphenyl]-4-yl)-2-phenyl-diazene C1(=CC=C(C=C1)\N=N\C1=CC=CC=C1)C1=CC=CC=C1